ClC=1C=CC(=C(CN(CCC2=CC=C(C=C2)S(=O)(=O)NCC#C)CCC)C1)OC 4-(2-((5-chloro-2-methoxybenzyl)(propyl)amino)ethyl)-N-(prop-2-yn-1-yl)benzenesulfonamide